(4-methylsulfonylphenyl)prop-2-en-1-one CS(=O)(=O)C1=CC=C(C=C1)C(C=C)=O